C1CCOC2(C1)CCCCO2 (R)-1,7-dioxaspiro[5.5]undecane